S(=O)(=O)(O)OC1=CC(=C(C=C1)N)C 4-Amino-3-methylphenol Hydrogensulfat